NC=1C=2N(C=CN1)C(=NC2I)[C@@H]2CN(CC2)CC=C (S)-1-(3-(8-Amino-1-iodoimidazo[1,5-a]pyrazin-3-yl)pyrrolidin-1-yl)prop-2-ene